1,5-dimethyl-4-((1-((2-(trimethylsilyl)ethoxy)methyl)-1H-indazol-5-yl)sulfonyl)-1H-pyrrole-2-carboxylic acid CN1C(=CC(=C1C)S(=O)(=O)C=1C=C2C=NN(C2=CC1)COCC[Si](C)(C)C)C(=O)O